N1N=C(C2=NC=CC=C21)C(=O)O 1H-pyrazolo[4,3-b]pyridine-3-carboxylic acid